FC=1C=C(C=CC1F)[C@H]1[C@@H](C1)NC=1C2=C(N=C(N1)S(=O)CCC)N(N=N2)[C@@H]2C[C@@H](O[C@H]2CO)C(=O)O (2R,4R,5R)-4-(7-(((1R,2S)-2-(3,4-difluorophenyl)cyclopropyl)amino)-5-(propylsulfinyl)-3H-[1,2,3]triazolo[4,5-d]pyrimidin-3-yl)-5-(hydroxymethyl)tetrahydrofuran-2-carboxylic acid